4-((1-methyl-2-oxoindolin-5-yl)amino)-2-(methylthio)pyrimidine-5-carbonitrile CN1C(CC2=CC(=CC=C12)NC1=NC(=NC=C1C#N)SC)=O